1-[5-(1,1-difluoroethyl)-3-pyridinyl]-3,3-dimethyl-N-(3-methyl-1,1-dioxo-thietan-3-yl)-2-oxo-indoline-5-carboxamide FC(C)(F)C=1C=C(C=NC1)N1C(C(C2=CC(=CC=C12)C(=O)NC1(CS(C1)(=O)=O)C)(C)C)=O